C=1N=CN2C1C(=CC=C2)C(=O)N2C[C@H]([C@@H](CC2)C2=CC=CC=C2)NC(=O)C=2NC1=CC=CC=C1C2 N-((3S,4S)-1-(imidazo[1,5-a]pyridine-8-carbonyl)-4-phenylpiperidin-3-yl)-1H-indole-2-carboxamide